4-(dimethylamino)-1,5,10,11,12a-pentahydroxy-6-methylidene-3,12-dioxo-4,4a,5,5a-tetrahydrotetracene-2-carboxamide CN(C1C(C(=C(C2(C(C3=C(C4=C(C=CC=C4C(C3C(C12)O)=C)O)O)=O)O)O)C(=O)N)=O)C